C(C)(C)C1=NOC=C1C(=O)N[C@H](C(=O)OCC)C1CCC(CC1)C ethyl (2S)-2-[(3-isopropylisoxazole-4-carbonyl)amino]-2-(4-methylcyclohexyl)acetate